benzyl (7-(4-fluorophenyl)-3-methyl-5-(prop-1-en-2-yl)-2,3-dihydrofuro[2,3-c]pyridin-3-yl)carbamate FC1=CC=C(C=C1)C=1N=C(C=C2C1OCC2(C)NC(OCC2=CC=CC=C2)=O)C(=C)C